C(C)(C)(C)C=1C(=CC(CC1)(C)C(C)(C)C)O dl-2,5-di-tert-butyl-5-methylphenol